CC1(CCN2CCC1CC2)NC(=O)N2CCN(CC2)C2=CC(=CC=C2)C2=NC=CC=N2 N-(4-methyl-1-azabicyclo[3.2.2]non-4-yl)-4-(3-(pyrimidin-2-yl)phenyl)piperazine-1-carboxamide